2-(acrylamido)-2-methylpropansulfonat C(C=C)(=O)NC(CS(=O)(=O)[O-])(C)C